Butyl N-[3-chloro-4-[[2-(cyclopentanecarbonylamino)-4-pyridyl]oxy]phenyl]carbamate ClC=1C=C(C=CC1OC1=CC(=NC=C1)NC(=O)C1CCCC1)NC(OCCCC)=O